C(C1=CC=CC=C1)OC1=C(C(=C2C=CC(=CC2=C1)NC(CCC(=O)NCC=1C=2C3=C(C(N(C3=CC1)C1C(NC(CC1)=O)=O)=O)C=CC2)=O)F)N2S(NC(C2)=O)(=O)=O N'-[7-benzyloxy-5-fluoro-6-(1,1,4-trioxo-1,2,5-thiadiazolidin-2-yl)-2-naphthyl]-N-[[1-(2,6-dioxo-3-piperidyl)-2-oxo-benzo[cd]indol-6-yl]methyl]butanediamide